4-amino-3-(4-fluorophenyl)-1-methyl-1H-pyrazole-5-carboxylate NC=1C(=NN(C1C(=O)[O-])C)C1=CC=C(C=C1)F